N1=CN=C(C2=C1NC=C2)N2CC1(CC1)[C@H](CC2)C(=O)OCC2(CC2)CO [1-(hydroxymethyl)cyclopropyl]methyl (8S)-5-(7H-pyrrolo[2,3-d]pyrimidin-4-yl)-5-azaspiro[2.5]octane-8-carboxylate